4,5-Bis-(4-methoxyphenyl)-2-styryl-1H-imidazole COC1=CC=C(C=C1)C=1N=C(NC1C1=CC=C(C=C1)OC)C=CC1=CC=CC=C1